FC(OC1=CC=C(COC=2C=C(C=NC2)N2CC(CCC2)CC(=O)O)C=C1)(F)F [1-(5-{[4-(trifluoromethoxy)benzyl]oxy}pyridin-3-yl)piperidin-3-yl]acetic acid